N-(2',4',5'-trifluoro-biphenyl-2-yl)-5-chloro-1,3-dimethylpyrazole-4-ylcarboxamide FC1=C(C=C(C(=C1)F)F)C1=C(C=CC=C1)NC(=O)C=1C(=NN(C1Cl)C)C